NC=1C(=CC2=C(N=CN2C2=C(C=CC=C2)F)C1C1=C(C(=CC=C1C)O)C)C(=O)N 6-Amino-3-(2-fluorophenyl)-7-(3-hydroxy-2,6-dimethyl-phenyl)benzimidazole-5-carboxamide